FC(C=1C(=NC=C(C1)C(F)(F)F)CC(=O)N1[C@H]([C@H](CC1)N1CCN(CC1)CC(=O)N)C1=C(C(=CC=C1)Cl)Cl)(F)F 2-[4-[(2S,3S)-1-[2-[3,5-Bis(trifluoromethyl)-2-pyridyl]acetyl]-2-(2,3-dichlorophenyl)pyrrolidin-3-yl]piperazin-1-yl]acetamide